C(C)(C)(C)OOC(C1=CC=CC=C1)=O tert-Butyl-peroxybenzoat